C1(CCCCC1)N1CC(=CC2=C1N=C(N=C2)NC2=C(C=C(C=C2)N2CCN(CC2)C)OC)C 8-Cyclohexyl-2-((2-methoxy-4-(4-methylpiperazin-1-yl)phenyl)amino)-6-methylpyrido[2,3-d]pyrimidine